C(CC=C)C=1C=C(C(=C(C1)[C@H](C(=O)O)N1C[C@@H](CC1)N(CCCCCC1=NC=2NCCCC2C=C1)C)OC)F (R)-2-(5-(but-3-en-1-yl)-3-fluoro-2-methoxyphenyl)-2-((R)-3-(methyl(5-(5,6,7,8-tetrahydro-1,8-naphthyridin-2-yl)pentyl)amino)pyrrolidin-1-yl)acetic acid